C(C1=CC=CC=C1)(=O)OC[C@@H]1C\C(\C(N1C(=O)OC(C)(C)C)=O)=C/N(C)C tert-butyl (S,E)-5-((benzoyloxy)methyl)-3-((dimethylamino)methylene)-2-oxopyrrolidine-1-carboxylate